Cl.NC[C@H]1NC(C(SCC1)(C1=CC=CC=C1)C1=CC=CC=C1)=O (S)-5-(aminomethyl)-2,2-diphenyl-1,4-thiazepan-3-one, hydrochloride